2-Methyl-propane-2-sulfonic acid {2-[6-amino-8-(5-iodo-2,3-dihydro-benzofuran-6-ylsulfanyl)-purin-9-yl]-ethyl}-amide NC1=C2N=C(N(C2=NC=N1)CCNS(=O)(=O)C(C)(C)C)SC1=CC2=C(CCO2)C=C1I